cis-2-formyl-N-[3-(2-methoxyphenyl)-1-[[2-(trimethylsilyl)ethoxy]methyl]pyrrolo[2,3-b]pyridin-6-yl]cyclopropane-1-carboxamide C(=O)[C@@H]1[C@@H](C1)C(=O)NC1=CC=C2C(=N1)N(C=C2C2=C(C=CC=C2)OC)COCC[Si](C)(C)C